4-chloro-N-(5-((E)-2-(2-(((1r,4r)-4-(dimethylamino)cyclohexyl)amino)pyrimidin-5-yl)vinyl)-6-methoxypyridin-2-yl)pyridine-3-sulfonamide ClC1=C(C=NC=C1)S(=O)(=O)NC1=NC(=C(C=C1)\C=C\C=1C=NC(=NC1)NC1CCC(CC1)N(C)C)OC